ClC=1C=C(C=2N(C1)C(=NN2)SCC(=O)C2=CC=C(S2)CCNS(=O)(=O)C)Cl N-(2-(5-(2-((6,8-dichloro-[1,2,4]triazolo[4,3-a]pyridin-3-yl)thio)acetyl)thiophen-2-yl)ethyl)methanesulfonamide